FC(C=1C(=C(C=CC1)[C@@H](C)NC=1C2=C(N=C(N1)C)C=NC(=C2)O[C@H]2COCC2)O[C@H]2COCC2)F N-{(1R)-1-[3-(difluoromethyl)-2-{[(3R)-oxolan-3-yl]oxy}phenyl]ethyl}-2-methyl-6-{[(3R)-oxolan-3-yl]oxy}pyrido[3,4-d]pyrimidin-4-amine